3-methanesulfonamido-N-[(1s,4s)-4-{[2-(trifluoromethyl)-1-benzothiophen-4-yl]amino}cyclohexyl]benzamide CS(=O)(=O)NC=1C=C(C(=O)NC2CCC(CC2)NC2=CC=CC3=C2C=C(S3)C(F)(F)F)C=CC1